(1R,2R)-2-(dibenzylamino)cyclobutan-1-ol C(C1=CC=CC=C1)N([C@H]1[C@@H](CC1)O)CC1=CC=CC=C1